C1C2=C(C=CC=C2)C2=C1C=CC=C2 2,2'-methylenebiphenyl